Cl.Cl.CNC[C@H]1OCCC2=C(C=CC=C12)C1=CC=NC=C1 (S)-N-Methyl(5-(pyridin-4-yl)isochroman-1-yl)methanamine dihydrochloride salt